CC1=CNC2=NC=C(C=C21)C2=CC(=C1CCN(CC1=C2)C=2C=NC=CC2)[C@H]2N(CCC2)C(=O)[O-] (S)-2-(7-(3-methyl-1H-pyrrolo[2,3-b]pyridin-5-yl)-2-(pyridin-3-yl)-1,2,3,4-Tetrahydroisoquinolin-5-yl)pyrrolidine-1-carboxylate